(+/-)-trans-methyl 3-((2-(5-fluoro-1-tosyl-1H-pyrrolo[2,3-b]pyridin-3-yl)-5,6,7,8-tetrahydroquinazolin-4-yl)amino)bicyclo[2.2.2]octane-2-carboxylate FC=1C=C2C(=NC1)N(C=C2C2=NC=1CCCCC1C(=N2)NC2C(C1CCC2CC1)C(=O)OC)S(=O)(=O)C1=CC=C(C)C=C1